1-(4-((4-carboxy-4-methylpentyl)oxy)butyl)cyclopropane-1-carboxylic acid C(=O)(O)C(CCCOCCCCC1(CC1)C(=O)O)(C)C